CC=1N=C2N(C=C(N=C2C)[Sn](C)(C)C)C1 2,8-dimethyl-6-(trimethylstannyl)imidazo[1,2-a]pyrazine